[N+](=O)([O-])C1=CN=C(S1)CC(CC(C)=O)=O (5-nitrothiazol-2-yl)pentane-2,4-dione